(2S)-2-[4-bromo-2-(1,2-oxazol-3-yl)phenoxy]-N-(cyclopropanesulfonyl)propenamide BrC1=CC(=C(OC(C(=O)NS(=O)(=O)C2CC2)=C)C=C1)C1=NOC=C1